1-[(3S)-3-[4-(3-chloro-2-fluoro-5-methoxy-anilino)pyrido[3,2-d]pyrimidin-6-yl]oxypyrrolidin-1-yl]prop-2-en-1-one ClC=1C(=C(NC=2C3=C(N=CN2)C=CC(=N3)O[C@@H]3CN(CC3)C(C=C)=O)C=C(C1)OC)F